CSC1=NC=C(C=N1)C=1N=NN(C1)CCOCCOCCOCCOCCOCCOCCOCCOCCOCC(=O)OC(C)(C)C tert-butyl 29-(4-(2-(methylthio)pyrimidin-5-yl)-1H-1,2,3-triazol-1-yl)-3,6,9,12,15,18,21,24,27-nonaoxanonacosanoate